BrC1=CC=CC(=N1)C=1N=C(SC1)NC(CNC(=O)C1=CN(C=C1)C(C)(C)C)=O N-[2-[[4-(6-bromo-2-pyridinyl)thiazol-2-yl]amino]-2-oxo-ethyl]-1-tert-butyl-pyrrole-3-carboxamide